Cyanopyrene C(#N)C1=CC=C2C=CC3=CC=CC4=CC=C1C2=C34